7-hydroxy-2,2-dimethyl-4,6,7,7a-tetrahydro-3aH-[1,3]dioxolo[4,5-c]pyridine-5-carboxylate OC1C2C(CN(C1)C(=O)[O-])OC(O2)(C)C